n-Propoxide [O-]CCC